NC=1SC2=C(N1)C(=CC(=C2)C(=O)OC)C=2C(=NC(=CC2)C)CC methyl 2-amino-4-(2-ethyl-6-methylpyridin-3-yl)benzo[d]thiazole-6-carboxylate